2-tetraphenylethylene glycol C1(=CC=CC2=CC=C3C=C4C=CC=CC4=CC3=C12)C(CO)O